6-chloro-1-cyclohexyl-3-methylpyrazolo[3,4-d]pyrimidine ClC1=NC=C2C(=N1)N(N=C2C)C2CCCCC2